CC/C=C\\C/C=C\\C/C=C\\C/C=C\\CCCCCCC(=O)OCC The molecule is a long-chain fatty acid ethyl ester resulting from the formal condensation of the carboxy group of (8Z,11Z,14Z,17Z)-icosatetraenoic acid with the hydroxy group of ethanol. It derives from an all-cis-8,11,14,17-icosatetraenoic acid.